C(C)OC(=O)C1=CN(C2=NC(=CC(=C2C1=O)N)Cl)C=1SC=CN1 5-amino-7-chloro-4-oxo-1-(1,3-thiazol-2-yl)-1,4-dihydro-1,8-naphthyridine-3-carboxylic acid ethyl ester